FC=1C=CC(=C(C1)CO)C1OCCC1 (5-Fluoro-2-(tetrahydrofuran-2-yl)phenyl)methanol